ClC1=NC=C2N(C(N(C2=N1)CCCCCCOC1=CC(=C(C=C1)C)[N+](=O)[O-])=O)C 2-Chloro-7-methyl-9-(6-(4-methyl-3-nitrophenoxy)hexyl)-7,9-dihydro-8H-purin-8-one